CN1CCN(CC1)C1=CC=C(C=N1)S(=O)(=O)N1CCCCC1 1-((6-(4-methylpiperazin-1-yl)pyridin-3-yl)sulfonyl)piperidin